N1(CCCC1)C1=CN(C2=CC=CC=C12)[Li] 3-(1-pyrrolidinyl)-1H-indolyl-lithium